N-aminoethyl-gamma-aminopropyl-diethoxysilane NCCNCCC[SiH](OCC)OCC